tert-butyl (R)-3-(2-(6,7-dichloro-9-(cyanomethoxy)-10-(1H-pyrazol-4-yl)-3,4-dihydropyrazino[1,2-a]indol-2(1H)-yl)-2-oxoethyl)morpholine-4-carboxylate ClC1=C(C=C(C=2C(=C3N(C12)CCN(C3)C(C[C@H]3N(CCOC3)C(=O)OC(C)(C)C)=O)C=3C=NNC3)OCC#N)Cl